CC1(C=2C=CC=CC2C2(C3=CC=CC=C3C=3C=CC(=CC23)N2C=3N(CCC2)CCCN3)C3=CC=CC=C13)C 1-(10,10-dimethyl-10H-spiro[anthracene-9,9'-fluoren]-2'-yl)-1,3,4,6,7,8-hexahydro-2H-pyrimido[1,2-a]pyrimidine